FC=1C(=CC(=NC1)OC)C1=C(C=C(COC2=NC=CC(=C2)C(CP(O)(=O)C)C)C=C1)[C@H](C(C)(C)C)OC (2-(2-((4-(5-fluoro-2-methoxypyridin-4-yl)-3-((S)-1-methoxy-2,2-dimethylpropyl)benzyl)oxy)pyridin-4-yl)propyl)(methyl)phosphinic acid